tert-butyl-2-(4-chloro-3-fluorophenyl)-3-(pyridin-4-yl)-6,7-dihydropyrazolo[1,5-a]pyrazine C(C)(C)(C)C=1C=2N(CCN1)N=C(C2C2=CC=NC=C2)C2=CC(=C(C=C2)Cl)F